(E)-N'-(1-(pyridin-3-yl)ethylidene)-2-naphthohydrazide N1=CC(=CC=C1)\C(\C)=N\NC(=O)C1=CC2=CC=CC=C2C=C1